C1(CC1)N1N=CC(=C1)C1BOOC1 1-cyclopropyl-4-(4,5-dioxaborolan-2-yl)-1H-pyrazole